[Li].FC(F)(F)S(=N)C(F)(F)F bis(trifluoromethyl)sulfimide lithium